(2S)-2-(2-(6-bromo-4-fluoro-2H-indazol-2-yl)-3-ethoxy-3-oxopropionyl)pyrrolidine-1-carboxylic acid tert-butyl ester C(C)(C)(C)OC(=O)N1[C@@H](CCC1)C(C(C(=O)OCC)N1N=C2C=C(C=C(C2=C1)F)Br)=O